FC(C1=CC=CC(=N1)NC(=O)[C@@H]1CC12CCN(CC2)C(=O)OC(C(F)(F)F)C(F)(F)F)(F)F |r| 1,1,1,3,3,3-hexafluoro-propan-2-yl (±)-1-((6-(trifluoro-methyl)pyridin-2-yl)carbamoyl)-6-aza-spiro[2.5]octane-6-carboxylate